FC(OC=1C=CC(=NC1)C1=NSC(=N1)NC1=NC=CC=C1N(C)C)F N2-(3-(5-(difluoromethoxy)pyridin-2-yl)-1,2,4-thiadiazol-5-yl)-N3,N3-dimethyl-pyridine-2,3-diamine